tert-butyl 9-(1-((benzyloxy)carbonyl)piperidin-4-yl)-2,9-diazaspiro[5.5]undecan-2-carboxylate C(C1=CC=CC=C1)OC(=O)N1CCC(CC1)N1CCC2(CCCN(C2)C(=O)OC(C)(C)C)CC1